4-(1H-imidazol-1-yl)-N-(1-methyl-2-oxopiperidin-3-yl)picolinamide N1(C=NC=C1)C1=CC(=NC=C1)C(=O)NC1C(N(CCC1)C)=O